FC1(CCN(CC1)C1=NC2=C3C(C(N[C@@H](CN13)C)=O)=CC(=C2)F)F |o1:14| rel-(R)-1-(4,4-difluoropiperidin-1-yl)-4-fluoro-8-methyl-8,9-dihydro-2,7,9a-triazabenzo[cd]azulen-6(7H)-one